N1C=NC2=C1C=CC=C2C(=O)[O-] 1H-benzo[d]imidazole-4-carboxylate